CC1CCC(CC1)C(C)(C)CC 1-methyl-4-(tert-amyl)cyclohexane